(S)-N-(4-(3-aminopiperidin-1-yl)-5-(1-(2-(pyrrolidin-1-yl)ethyl)-1H-pyrazol-4-yl)pyridin-2-yl)-2-(2-fluoro-6-methoxyphenyl)pyrimidin-4-amine N[C@@H]1CN(CCC1)C1=CC(=NC=C1C=1C=NN(C1)CCN1CCCC1)NC1=NC(=NC=C1)C1=C(C=CC=C1OC)F